Magnesium phosphonat P([O-])([O-])=O.[Mg+2]